ethyl 4-oxo-6-(trifluoromethoxy)-1H-quinoline-3-carboxylate O=C1C(=CNC2=CC=C(C=C12)OC(F)(F)F)C(=O)OCC